C(C(=O)O)(=O)O.C(C)(CC)OC1=C(C=CC=C1)SC=1C=C2C(=CNC2=CC1)C1CCN(CC1)CCC 5-(2-sec-butoxyphenyl)thio-3-(1-propylpiperidin-4-yl)-1H-indole oxalate